γ-fluoro-γ-butyrolactone FC1CCC(=O)O1